[I-].[I-].C[SiH](C)[Zr+2](C1(C(=CC=C1)C)C)C1(C(=CC=C1)C)C dimethylsilyl-bis(dimethylcyclopentadienyl)zirconium diiodide